N-(2-isopropenylphenyl)-1-naphthamide C(=C)(C)C1=C(C=CC=C1)NC(=O)C1=CC=CC2=CC=CC=C12